(S)-N-((R)-(5-chloro-2-methoxyphenyl)(1-(phenylsulfonyl)-1H-indol-2-yl)methyl)-2-methylpropan-2-sulfinamide ClC=1C=CC(=C(C1)[C@@H](N[S@@](=O)C(C)(C)C)C=1N(C2=CC=CC=C2C1)S(=O)(=O)C1=CC=CC=C1)OC